C(C)(C)(C)N1N=C2C(C(N(CC2)[C@H](C(=O)N2C[C@]3(C[C@H]2C#N)C(NC2=CC=CC=C23)=O)CC2CC2)=O)=C1 (3r,5'S)-1'-((S)-2-(2-(tert-butyl)-4-oxo-2,4,6,7-tetrahydro-5H-pyrazolo[4,3-c]pyridin-5-yl)-3-cyclopropylpropionyl)-2-oxospiro[indole-3,3'-pyrrolidine]-5'-carbonitrile